3-methylenepentan-1,5-diol C=C(CCO)CCO